tert-Butyl 4-(2-hydroxyethyl)-1H-pyrazole-1-carboxylate OCCC=1C=NN(C1)C(=O)OC(C)(C)C